4-(2,3,4-trimethoxyphenyl)-1,2,5-thiadiazol-3-ol COC1=C(C=CC(=C1OC)OC)C=1C(=NSN1)O